FC1=C(C=CCN1C)N1CCN(CC1)CC=1C=C2C=3N([C@@H](C(NC3C1)=O)C)N=C2 (R)-6-fluoro-N-methyl-5-(4-((3-methyl-2-oxo-2,3-dihydro-1H-pyrazolo[1,5,4-de]quinoxalin-8-yl)methyl)piperazin-1-yl)pyridine